C(CCCCO)CCC/C=C\\CCCCCCCC(=O)[O-] The molecule is an omega-hydroxy fatty acid anion that is the conjugate base of 18-hydroxyoleic acid, obtained by deprotonation of the carboxy group; major species at pH 7.3. It derives from an oleate. It is a conjugate base of a 18-hydroxyoleic acid.